C12CN(CC(N1)C2)C=2OC=1C(N2)=C(C=CC1C=1SC=CN1)C(=O)N(C)CCO 2-(3,6-diazabicyclo[3.1.1]heptan-3-yl)-N-(2-hydroxyethyl)-N-methyl-7-(thiazol-2-yl)benzo[d]oxazole-4-carboxamide